[2H]C([2H])([2H])C([2H])(C([2H])([2H])[2H])O[2H] isopropanol-d8